(R)-6-ethyl-1-methyl-6,7,8,9-tetrahydro-1H-[1,4]oxazepino[7,6-f]indazole C(C)[C@H]1OC=2C=C3C=NN(C3=CC2CNC1)C